4-((6-(methoxy-d3)-2-methyl-7-phenyl-1H-imidazo[4,5-c]pyridin-1-yl)methyl)benzenesulfonamide C(OC1=C(C2=C(C=N1)N=C(N2CC2=CC=C(C=C2)S(=O)(=O)N)C)C2=CC=CC=C2)([2H])([2H])[2H]